7-(isopropyl-(methyl)amino)-N-(4-(pyridin-2-yl)thiazol-2-yl)heptanamide C(C)(C)N(CCCCCCC(=O)NC=1SC=C(N1)C1=NC=CC=C1)C